[NH4+].OC1=C(C(=O)[O-])C=CC=C1 2-hydroxybenzoic acid monoammonium salt